N1-(5-ethoxy-7-fluoroquinazolin-4-yl)benzene-1,4-diamine C(C)OC1=C2C(=NC=NC2=CC(=C1)F)NC1=CC=C(C=C1)N